2-(4-{2-[(R)-2-(difluoromethyl)-1-azetidinyl]-5-chloro-6-(difluoromethyl)-4-pyrimidinyl}-1-pyrazolyl)-1-(1-piperazinyl)-1-ethanone FC([C@@H]1N(CC1)C1=NC(=C(C(=N1)C=1C=NN(C1)CC(=O)N1CCNCC1)Cl)C(F)F)F